(2R,3R,4R,5R)-2-(acetoxymethyl)-5-(9H-purin-9-yl-6-d)tetrahydrofuran-3,4-diyl diacetate C(C)(=O)O[C@@H]1[C@H](O[C@H]([C@@H]1OC(C)=O)N1C2=NC=NC(=C2N=C1)[2H])COC(C)=O